(1S,2S)-2-fluoro-N-(2-(5-fluoro-2-methoxypyridin-3-yl)-1,3-dimethyl-1H-pyrrolo[3,2-c]pyridin-6-yl)cyclopropane-1-carboxamide F[C@@H]1[C@@H](C1)C(=O)NC1=CC2=C(C=N1)C(=C(N2C)C=2C(=NC=C(C2)F)OC)C